6-iodoimidazo[1,2-a]pyrazine IC=1N=CC=2N(C1)C=CN2